1-methoxy-2-nitro-4-(4-(trifluoromethyl)benzyl)benzene COC1=C(C=C(C=C1)CC1=CC=C(C=C1)C(F)(F)F)[N+](=O)[O-]